CC(CCC=1C=C(C=CC1)CS)C 3-(3-methylbutyl)-phenylmethanethiol